tert-butyl (R)-3-(2-(azetidine-1-carbonyl)-4-chloro-7-fluoro-1H-indol-6-yl)piperidine-1-carboxylate N1(CCC1)C(=O)C=1NC2=C(C(=CC(=C2C1)Cl)[C@@H]1CN(CCC1)C(=O)OC(C)(C)C)F